2-amino-5-(2-chloro-3-ethyl-1H-pyrrolo[2,3-b]pyridin-5-yl)-N,N-dimethylbenzamide NC1=C(C(=O)N(C)C)C=C(C=C1)C=1C=C2C(=NC1)NC(=C2CC)Cl